(R)-(1-(4-fluorophenyl)-6-((1-methyl-1H-1,2,3-triazol-5-yl)sulfonyl)-4,4a,5,6,7,8-hexahydro-1H-pyrazolo[3,4-g]isoquinolin-4a-yl)(thiazol-4-yl)methanone FC1=CC=C(C=C1)N1N=CC2=C1C=C1CCN(C[C@]1(C2)C(=O)C=2N=CSC2)S(=O)(=O)C2=CN=NN2C